(S)-2-((1-(5-(bis(4-fluorophenyl)methyl)-1-methyl-1,2,4-triazol-3-yl)ethyl)carbamoyl)-4-methoxypyridin-3-yl isobutyrate C(C(C)C)(=O)OC=1C(=NC=CC1OC)C(N[C@@H](C)C1=NN(C(=N1)C(C1=CC=C(C=C1)F)C1=CC=C(C=C1)F)C)=O